1-((cis)-3-hydroxy-3-methyl-cyclobutyl)-6-(4,4,5,5-tetramethyl-1,3,2-dioxaborolan-2-yl)-8-(trifluoromethyl)-3,4-dihydroquinazolin-2-one OC1(CC(C1)N1C(NCC2=CC(=CC(=C12)C(F)(F)F)B1OC(C(O1)(C)C)(C)C)=O)C